Dimethyldimethoxysilane Monopotassium salt [K].C[Si](OC)(OC)C